2-(1-(4-(trifluoromethyl)-phenyl)-1,2,3,4-tetrahydro-quinolin-3-yl)-1,2-thiazetidine-1,1-dioxide FC(C1=CC=C(C=C1)N1CC(CC2=CC=CC=C12)N1S(CC1)(=O)=O)(F)F